FC(F)(F)SC1=CC=C(C=N1)N 6-[(trifluoromethyl)mercapto]pyridine-3-amine